methyl benzothiadiazole-5-carboxylate S1N=NC2=C1C=CC(=C2)C(=O)OC